BrCC=1C(=C(C(=O)OC)C=CC1)F methyl 3-(bromomethyl)-2-fluoro-benzoate